methyl 5-iodo-hexanoate IC(CCCC(=O)OC)C